1,1'-methylenebis{3-[4-(hydroxymethyl)-2,5-dioxoimidazolidin-4-yl]urea} C(NC(=O)NC1(NC(NC1=O)=O)CO)NC(=O)NC1(NC(NC1=O)=O)CO